[K+].N1C(=CC2=CC=CC=C12)CCCC(=O)[O-] indolebutyric acid, potassium salt